NC1=NC(=CC(=N1)N1CCC(CC1)N(CC1=CC(=CC=C1)N1CCCC1)C(CCOCCOCCOCCNC(OC(C)(C)C)=O)=O)C tert-Butyl (2-(1-(2-amino-6-methylpyrimidin-4-yl)piperidin-4-yl)-3-oxo-1-(3-(pyrrolidin-1-yl)phenyl)-6,9,12-trioxa-2-azatetradecan-14-yl)carbamate